1-(4-fluorophenyl)-2-methyl-8-(1H-pyrrolo[2,3-b]pyridin-5-yl)-1H-imidazo[4,5-c]quinoline FC1=CC=C(C=C1)N1C(=NC=2C=NC=3C=CC(=CC3C21)C=2C=C1C(=NC2)NC=C1)C